2',4'-Dihydroxy-3'-propylacetophenone OC1=C(C=CC(=C1CCC)O)C(C)=O